ClC1=CC=CC(=N1)OCCCCOC1=CC(=NC=C1)C#CC1=CN=C(C2=CN=C(C=C12)N)NC 4-((4-(4-((6-chloropyridin-2-yl)oxy)butoxy)pyridin-2-yl)ethynyl)-N1-methyl-2,7-naphthyridine-1,6-diamine